CC=1C(=NC(=NC1)NC1=CC=C(C=C1)N1CCN(CC1)C)NC1=CC2=C(OCO2)C=C1 5-Methyl-N4-(benzo[d][1,3]dioxol-5-yl)-N2-[4-(4-methylpiperazin-1-yl)phenyl]pyrimidine-2,4-diamine